N1(N=NN=C1)C[C@H](C)OC1=C(C#N)C=CC(=C1)C=1C=NC(=NC1)NC=1C(=NN(C1)C1CCC(CC1)N1CCOCC1)OCC=1OC=CN1 2-(((S)-1-(1H-tetrazol-1-yl)propan-2-yl)oxy)-4-(2-((1-((1r,4r)-4-morpholino-cyclohexyl)-3-(oxazol-2-ylmethoxy)-1H-pyrazol-4-yl)amino)pyrimidin-5-yl)benzonitrile